amino-phenylmethylene-imidazolone NC=1C(NC(N1)=O)=CC1=CC=CC=C1